tert-butyl 1-(3-((2R,6S)-2,6-bis(3-methylpyridin-2-yl)piperidin-1-yl)propyl)-1H-pyrazol-4-ylcarbamate CC=1C(=NC=CC1)[C@@H]1N([C@@H](CCC1)C1=NC=CC=C1C)CCCN1N=CC(=C1)NC(OC(C)(C)C)=O